1-(4-fluorophenyl)-3-(3-(3-morpholinoquinoxaline-6-carbonyl)phenyl)urea FC1=CC=C(C=C1)NC(=O)NC1=CC(=CC=C1)C(=O)C=1C=C2N=C(C=NC2=CC1)N1CCOCC1